7-(8-chloro-3-(methoxymethoxy)naphthalen-1-yl)-2-(((2R,7aS)-2-fluorohexahydro-1H-pyrrolizin-7a-yl)methoxy)-5,6,7,8-tetrahydropyrido[3,4-d]pyrimidin-4-yl 4-methylbenzenesulfonate CC1=CC=C(C=C1)S(=O)(=O)OC=1C2=C(N=C(N1)OC[C@]13CCCN3C[C@@H](C1)F)CN(CC2)C2=CC(=CC1=CC=CC(=C21)Cl)OCOC